(S)-8-chloro-4-((3-chloro-4-fluorophenyl)amino)-6-(((2-chloropyridin-3-yl)(1-(oxetan-3-yl)-1H-1,2,3-triazol-4-yl)methyl)amino)quinoline-3-carbonitrile ClC=1C=C(C=C2C(=C(C=NC12)C#N)NC1=CC(=C(C=C1)F)Cl)N[C@H](C=1N=NN(C1)C1COC1)C=1C(=NC=CC1)Cl